ClC1=CC=C(C(=N1)C1=NN(C=N1)C)NC(C)C=1C=C(C=C2C(N(C=3N(C12)C=NC3C3CCN(CC3)C)C)=O)C 9-(1-((6-chloro-2-(1-methyl-1H-1,2,4-triazol-3-yl)pyridin-3-yl)amino)ethyl)-4,7-dimethyl-3-(1-methylpiperidin-4-yl)imidazo[1,5-a]quinazolin-5(4H)-one